2-Amino-N-[1-(8-cyano-5-phenylimidazo[1,5-a]pyridin-6-yl)ethyl]pyrazolo[1,5-a]pyrimidine-3-carboxamide trifluoroacetate salt FC(C(=O)O)(F)F.NC1=NN2C(N=CC=C2)=C1C(=O)NC(C)C=1C=C(C=2N(C1C1=CC=CC=C1)C=NC2)C#N